2-((4-(2,4-difluorophenyl)-4-hydroxy-5-(1H-1,2,4-triazol-1-yl)pentyl)oxy)-4-(3,6,6-trimethyl-4-oxo-4,5,6,7-tetrahydro-1H-indazol-1-yl)benzamide FC1=C(C=CC(=C1)F)C(CCCOC1=C(C(=O)N)C=CC(=C1)N1N=C(C=2C(CC(CC12)(C)C)=O)C)(CN1N=CN=C1)O